ClC1=NC(=NC(=N1)CC(C)C1=C(C(=C(C=C1)Cl)F)F)N[C@@H](CO)CC(C)C (2R)-2-((4-chloro-6-(2-(4-chloro-2,3-difluorophenyl)propyl)-1,3,5-triazin-2-yl)amino)-4-methylpentan-1-ol